N1CC(C1)CN1CCC(CC1)N1C=CC2=C(C=CC=C12)N1C(NC(CC1)=O)=O 1-(1-(1-(azetidin-3-ylmethyl)piperidin-4-yl)-1H-indol-4-yl)dihydropyrimidine-2,4(1H,3H)-dione